(S)-N-(5-benzyl-pyridin-2-yl)-2-((S)-4,4-difluoro-3-(6-oxo-1,6-dihydropyridin-3-yl)piperidin-1-yl)propionamide C(C1=CC=CC=C1)C=1C=CC(=NC1)NC([C@H](C)N1C[C@@H](C(CC1)(F)F)C1=CNC(C=C1)=O)=O